4-[[2-(cyclopropylmethyl)-4-[3-[2-(5-methyl-2-thienyl)ethynyl]phenyl]-1H-pyrrol-3-yl]methyl]-2,6-difluoro-benzenesulfonamide C1(CC1)CC=1NC=C(C1CC1=CC(=C(C(=C1)F)S(=O)(=O)N)F)C1=CC(=CC=C1)C#CC=1SC(=CC1)C